(10Z)-16-(5-methyl-4-prop-2-enoyl-2,3-dihydroquinoxalin-1-yl)-8-oxa-2,14,20,21-tetrazatetracyclo[12.6.2.13,7.018,22]tricosa-1(20),3,5,7(23),10,16,18,21-octaen-15-one CC1=C2N(CCN(C2=CC=C1)C=1C(N2CC\C=C/COC=3C=CC=C(NC4=NC=C(C1)C2=N4)C3)=O)C(C=C)=O